7-bromo-3-(4,4,5,5-Tetramethyl-1,3,2-dioxaborolan-2-yl)-1H-indole-6-carboxylic acid methyl ester COC(=O)C1=CC=C2C(=CNC2=C1Br)B1OC(C(O1)(C)C)(C)C